FC(C=1N(C(=CC1C)C)C1=NC(=NC(=N1)C1=NC(=CC=C1)C(F)(F)F)NC1=CC(=NC=C1)C(F)(F)F)F 4-(2-(difluoromethyl)-3,5-dimethyl-1H-pyrrol-1-yl)-6-(6-(trifluoromethyl)pyridin-2-yl)-N-(2-(trifluoromethyl)pyridin-4-yl)-1,3,5-triazin-2-amine